C(C1=CC=CC=C1)[C@H]1N(CCN(C1)S(=O)(=O)CCO)C1=NC=C2C(=N1)N(N=C2C=2C(=C(C(=C(C2)C(F)(F)F)F)O)F)C (R)-3-(6-(2-Benzyl-4-((2-hydroxyethyl)sulfonyl)piperazin-1-yl)-1-methyl-1H-pyrazolo[3,4-d]pyrimidin-3-yl)-2,6-difluoro-5-(trifluoromethyl)phenol